2-methyl-4,6-dihydrospiro[cyclopenta[d]thiazole-5,4'-piperidine]-1'-carboxylic acid tert-butyl ester C(C)(C)(C)OC(=O)N1CCC2(CC1)CC1=C(N=C(S1)C)C2